Cl.Cl.CN(CCC1=CNC2=CC=CC(=C12)OC([C@H]1NCCC1)=O)C l-proline 3-(2-(dimethylamino) ethyl)-1H-indol-4-yl ester dihydrochloride